3,4-dimethylcyclohexanone CC1CC(CCC1C)=O